4',5-dimethoxy-[1,1'-biphenyl]-2-carbonitrile COC1=CC=C(C=C1)C=1C(=CC=C(C1)OC)C#N